CN(C1CCC(CC1)NC1=NC=2N(C(C(=NC2C=N1)C=1C=CC(=NC1C)NS(=O)(=O)C1=C(C=CC=C1)F)=O)C(C)C)C N-[5-[2-[[4-(Dimethylamino)cyclohexyl]amino]-8-isopropyl-7-oxo-pteridin-6-yl]-6-methyl-2-pyridyl]-2-fluoro-benzenesulfonamide